t-butylperoxy isononanoate C(CCCCCC(C)C)(=O)OOOC(C)(C)C